CC=1C(=C(PC1)C(=O)OC1=C2N=CC=NC2=CC=C1NC1=NC(=NC=C1Br)NC1=C(C=C(C(=C1)C=1C=NN(C1)C)N1CCN(CC1)C1CCNCC1)OC)C (6-((5-bromo-2-((2-methoxy-5-(1-methyl-1H-pyrazol-4-yl)-4-(4-(piperidin-4-yl) piperazin-1-yl) phenyl) amino) pyrimidin-4-yl) amino) quinoxalin-5-yl) dimethylphospholate